NC1=NN=C(S1)C(C)N1C(C2=CC=CC=C2C1=O)=O 2-(1-(5-amino-1,3,4-thiadiazol-2-yl)ethyl)isoindoline-1,3-dione